FC1=C(C=CC=C1)C1=NC=2N(C(=C1)C1=CC=CC=C1)N=C(C2)C(=O)NC2CN(C2)C 5-(2-fluorophenyl)-N-(1-methylazetidin-3-yl)-7-phenylpyrazolo[1,5-a]pyrimidine-2-carboxamide